N,N-diethyl-beta-pentoxy-propionamide C(C)N(C(CCOCCCCC)=O)CC